1-Methyl-6-phenyl-1H-pyrazolo[3,4-d]pyrimidin CN1N=CC=2C1=NC(=NC2)C2=CC=CC=C2